6-chloro-1-[4-(methoxymethyl)cyclohexyl]pyrazolo[3,4-d]pyrimidine ClC1=NC=C2C(=N1)N(N=C2)C2CCC(CC2)COC